ClC1=NC2=C(C=C(C(=C2C(=N1)N1CC=2N(CC1)N=C(C2)C(=O)NC(C)C)OC)F)F 5-(2-chloro-6,8-difluoro-5-methoxyquinazolin-4-yl)-N-isopropyl-4,5,6,7-tetrahydropyrazolo[1,5-a]pyrazine-2-carboxamide